2-(4-iodo-2-(6-azaspiro[2.5]octan-6-yl)phenyl)-5-(6-methyl-2-(5-azaspiro[2.4]heptan-5-yl)pyrimidin-4-yl)-1,3,4-oxadiazole IC1=CC(=C(C=C1)C=1OC(=NN1)C1=NC(=NC(=C1)C)N1CC2(CC2)CC1)N1CCC2(CC2)CC1